CC(C)CCCC(C)CCCC(C)CCCC(C)[C@@H](C(=O)[O-])O The molecule is conjugate base of (2S)-2-hydroxyphytanic acid. It is a (2S)-2-hydroxy monocarboxylic acid anion, an isoprenoid and a long-chain fatty acid anion. It derives from a hexadecanoic acid and a hexadecanoate. It is a conjugate base of a (2S)-2-hydroxyphytanic acid.